FC1=CC=C2C(=CNC2=C1)CC(=O)N1C[C@@H](N(CC1)C)C(=O)O (R)-4-(2-(6-fluoro-1H-indol-3-yl)acetyl)-1-methyl-piperazine-2-carboxylic acid